C(COCCOCC)OC(CCCCCCCC(OCCOCCOCC)=O)=O 9-oxo-9-(3,6-dioxaoct-1-yloxy)nonanoic acid-3,6-dioxaoct-1-yl ester